2,4-dichlorophenoxysamarium acetate C(C)(=O)[O-].ClC1=C(O[Sm+2])C=CC(=C1)Cl.C(C)(=O)[O-]